2-(3-(3-cyclohexyl-4-oxo-3,4-dihydro-phthalazin-1-yl)phenyl)-N,2-dimethylpropionamide C1(CCCCC1)N1N=C(C2=CC=CC=C2C1=O)C=1C=C(C=CC1)C(C(=O)NC)(C)C